(R)-5-(4'-Difluoromethyl-2'-methoxy-3,4,5,6-tetrahydro-2H-[1,3']bipyridinyl-4-yl)-4-methyl-7-(2-trifluoromethyl-benzyl)-2,4,5,7-tetrahydro-pyrazolo[3,4-d]pyrimidin-6-on FC(C1=C(C(=NC=C1)OC)N1CCC(CC1)N1C(N(C=2C([C@H]1C)=CNN2)CC2=C(C=CC=C2)C(F)(F)F)=O)F